(S)-1-(3-BROMO-2-CYANOPHENYL)PIPERIDINE-3-CARBOXYLIC ACID BrC=1C(=C(C=CC1)N1C[C@H](CCC1)C(=O)O)C#N